ClC1=CC(=C(C=C1)COC1=CC=NN1C1CCNCC1)F 4-[5-[(4-chloro-2-fluoro-phenyl)methoxy]pyrazol-1-yl]piperidine